5-(4-chloro-2-methylphenyl)-2-methyl-3,4-dihydro-2H-pyrrole ClC1=CC(=C(C=C1)C=1CCC(N1)C)C